succinic acid 1-[2-(acryloyloxy)propyl] ester C(C=C)(=O)OC(COC(CCC(=O)O)=O)C